CS(=O)(=O)[O-].C(CCCCCCC)[N+]1(CCCCC1)CC 1-Octyl-1-ethylpiperidinium methansulfonat